Tetrabutyl-ammonium tri(m-chloro-p-methylphenyl)butyl-borate tert-Butyl-N-[(2S)-2-(6-chloropyridin-3-yl)-2-hydroxyethyl]carbamate C(C)(C)(C)OC(NC[C@@H](O)C=1C=NC(=CC1)Cl)=O.ClC=1C=C(C=CC1C)C(CCCOB([O-])[O-])(C1=CC(=C(C=C1)C)Cl)C1=CC(=C(C=C1)C)Cl.C(CCC)[N+](CCCC)(CCCC)CCCC.C(CCC)[N+](CCCC)(CCCC)CCCC